ClC1=C(C=C(C=C1)[C@@H]1C(CN(CC1)C1=C(C=C(C(=C1)OC)[N+](=O)[O-])F)(F)F)C (4R)-4-(4-chloro-3-methyl-phenyl)-3,3-difluoro-1-(2-fluoro-5-methoxy-4-nitro-phenyl)piperidine